(Z)-N-(cyclooct-4-en-1-ylmethyl)-cyclohexylamine C1(CC\C=C/CCC1)CNC1CCCCC1